COC1=CC=C(C=C1)C=1N=C(SC1)N 4-(4-methoxyphenyl)-1,3-thiazol-2-amine